BrC1=NN(C(=C1)C1=CC=CC=C1)COCC[Si](C)(C)C 3-bromo-5-phenyl-1-((2-(trimethylsilyl)ethoxy)methyl)-1H-pyrazole